1,3-bis{[2-(1-methylpropoxy)cyclohexane-1-yl]methyl}imidazolium CC(CC)OC1C(CCCC1)CN1C=[N+](C=C1)CC1C(CCCC1)OC(CC)C